2-(1H-imidazol-1-yl)-7-methyl-5H-pyrrolo[3,2-d]pyrimidine-4-carboxylic acid N1(C=NC=C1)C=1N=C(C2=C(N1)C(=CN2)C)C(=O)O